ClC=1C=C(C=CC1)[C@H]1N(C[C@H](C(C1)(F)F)C)C(C(=O)NC=1C=C(C(=NC1)NC(OC(C)(C)C)=O)C)=O tert-butyl N-[5-[[2-[(2S,5R)-2-(3-chlorophenyl)-4,4-difluoro-5-methyl-1-piperidyl]-2-oxo-acetyl]amino]-3-methyl-2-pyridyl]carbamate